benzothiazole-2-sulfonamide S1C(=NC2=C1C=CC=C2)S(=O)(=O)N